ClC=1C(=NC(=NC1)NC1=CC=NN1C)C=1N=C(OC1)C(=O)N[C@H](CO)C1=CC(=CC=C1)Cl (S)-4-(5-chloro-2-((1-methyl-1H-pyrazol-5-yl)amino)pyrimidin-4-yl)-N-(1-(3-chlorophenyl)-2-hydroxyethyl)oxazole-2-carboxamide